COC1=C2C(=C(NC2=CC=C1)C)C(C(=O)N(C)C)=O 2-(4-methoxy-2-methyl-1H-indol-3-yl)-N,N-dimethyl-2-oxoacetamide